C(C)(C)(C)OC(=O)N1C[C@H](CC1)[C@@H](C(=O)OC(C)(C)C)CC1=CC(=CC=C1)CN (3R)-3-[(2S)-3-[3-(aminomethyl)phenyl]-1-(tert-butoxy)-1-oxopropane-2-yl]pyrrolidine-1-carboxylic acid tert-butyl ester